1-(4-chlorophenyl)-7-isopropoxy-6-methoxy-2-(4-(methyl((4-(4-methyl-3-oxopiperazin-1-yl)cyclohexyl)methyl)amino)phenyl)-1,4-dihydroisoquinolin-3(2H)-one ClC1=CC=C(C=C1)C1N(C(CC2=CC(=C(C=C12)OC(C)C)OC)=O)C1=CC=C(C=C1)N(CC1CCC(CC1)N1CC(N(CC1)C)=O)C